C(C)N(CCNC(=O)C1=NN=C(N1)C1=C(C=C(C(=C1)C(C)C)O)O)CC N-(2-(diethylamino)ethyl)-5-(2,4-dihydroxy-5-isopropylphenyl)-4H-1,2,4-triazole-3-carboxamide